3-((1S,2S)-2-(6-chloroimidazo[1,2-b]pyridazin-8-yl)cyclopropyl)-4-fluorobenzonitrile ClC=1C=C(C=2N(N1)C=CN2)[C@@H]2[C@H](C2)C=2C=C(C#N)C=CC2F